7-(Bromomethyl)-5-(cyclohexyloxy)-3-methylquinoxalin-2(1H)-one BrCC1=CC(=C2N=C(C(NC2=C1)=O)C)OC1CCCCC1